(3R,4R)-4-((5-fluoro-7-isopropylpyrrolo[2,1-f][1,2,4]triazin-2-yl)amino)-1-(isopropylsulfonyl)piperidin-3-ol FC=1C=C(N2N=C(N=CC21)N[C@H]2[C@@H](CN(CC2)S(=O)(=O)C(C)C)O)C(C)C